trans-1-[[4-[(3S)-3-(2-methylthiazol-4-yl)isoxazolidine-2-carbonyl]cyclohexyl]methyl]indazole-6-carbonitrile CC=1SC=C(N1)[C@H]1N(OCC1)C(=O)[C@@H]1CC[C@H](CC1)CN1N=CC2=CC=C(C=C12)C#N